[4-(1-naphthylamino)-4-oxobutanoyl]Aminocaproic acid C1(=CC=CC2=CC=CC=C12)NC(CCC(=O)NC(C(=O)O)CCCC)=O